Ethyl-((6-(2-methyl oxazol-5-yl) isoquinolin-5-yl) amino) cyclobutane-1-carboxylate C1(CCC1)C(=O)ON(C1=C2C=CN=CC2=CC=C1C1=CN=C(O1)C)CC